3-(vinyl-sulfonyl-methyl)azetidine-1-carboxylic acid tert-butyl ester C(C)(C)(C)OC(=O)N1CC(C1)CS(=O)(=O)C=C